C(C1=CC=CC=C1)O[C@H]1[C@H]([C@@H](O[C@]1(C)COCC1=CC=CC=C1)N1C(NC(C(=C1)F)=O)=O)OC(C)=O acetic acid (2R,3R,4S,5R)-4-(benzyloxy)-5-((benzyloxy) methyl)-2-(5-fluoro-2,4-dioxo-3,4-dihydropyrimidin-1(2H)-yl)-5-methyltetrahydrofuran-3-yl ester